C1(CC1)C1=CC=C2C(=C(C(N(C2=C1)C)=O)C#N)N1CCC(CC1)SC1=CC=CC=C1 7-cyclopropyl-1-methyl-2-oxo-4-[4-(phenylsulfanyl)piperidin-1-yl]-1,2-dihydroquinoline-3-carbonitrile